N1C=C(C2=CC=CC=C12)C[C@@H](C(=O)NC1=CC=CC=C1)S(=O)(=O)C1=CC=C(C=C1)C (S)-3-(1H-indol-3-yl)-2-(4-methylphenyl-sulphonyl)-N-phenylpropionamide